5-bromo-3,6-dimethylbenzo[d]oxazol-2(3H)-one BrC=1C(=CC2=C(N(C(O2)=O)C)C1)C